6-(4-((2S,3R)-4-acryloyl-3-methylmorpholin-2-yl)-6-chloropyridin-2-yl)-N-methylpyrimidine-4-carboxamide C(C=C)(=O)N1[C@@H]([C@@H](OCC1)C1=CC(=NC(=C1)Cl)C1=CC(=NC=N1)C(=O)NC)C